1-((3-(4-acetamidobenzyl)ureido)methyl)-6-azaspiro[2.5]octane-6-carboxylic acid tert-butyl ester C(C)(C)(C)OC(=O)N1CCC2(CC2CNC(=O)NCC2=CC=C(C=C2)NC(C)=O)CC1